7-((4-chloro-2-fluorobenzyl)oxy)-3-((trifluoromethyl)sulfonyl)-2,3,4,5-tetrahydro-1H-benzo[d]azepine ClC1=CC(=C(COC2=CC3=C(CCN(CC3)S(=O)(=O)C(F)(F)F)C=C2)C=C1)F